ethoxy-1,2-propanediol C(C)OC(C(C)O)O